COC=1C=C(N)C=C(C1)OC(COC)C 3-methoxy-5-((1-methoxypropan-2-yl)oxy)aniline